(4-formyl-3,5-dihydroxyphenyl)boric acid C(=O)C1=C(C=C(C=C1O)OB(O)O)O